((4aS,7aS)-octahydro-6H-pyrrolo[3,4-b]pyridin-6-yl)methanone hydrochloride Cl.N1[C@H]2[C@@H](CCC1)CN(C2)C=O